ClC1=NC(=NC(=C1)C1=C(C=CC=C1C)C)NS(=O)(=O)C=1C=C(C(=O)OC)C=C(C1)C methyl 3-[[4-chloro-6-(2,6-dimethylphenyl)pyrimidin-2-yl]sulfamoyl]-5-methyl-benzoate